isopropyl 4-(6-(4-(methylsulfonyl)phenyl)imidazo[2,1-b][1,3,4]thiadiazol-2-yl)piperidin-1-carboxylat CS(=O)(=O)C1=CC=C(C=C1)C=1N=C2SC(=NN2C1)C1CCN(CC1)C(=O)OC(C)C